C(C)(C)N(C(C(Cl)Cl)=O)C(C)C N,N-diisopropyl-2,2-dichloroacetamide